6-(((tert-butyldiphenylsilyl)oxy)methyl)-4-(2,7-dichloro-8-fluoropyrido[4,3-d]pyrimidin-4-yl)-1,4-oxazepane [Si](C1=CC=CC=C1)(C1=CC=CC=C1)(C(C)(C)C)OCC1CN(CCOC1)C=1C2=C(N=C(N1)Cl)C(=C(N=C2)Cl)F